[K+].P([O-])([O-])[O-].[K+].[K+] phosphorous acid, potassium salt